rac-tert-butyl (3R,4R)-3-((2-chloro-9-ethyl-9H-purin-6-yl)amino)-4-fluoropyrrolidine-1-carboxylate ClC1=NC(=C2N=CN(C2=N1)CC)N[C@@H]1CN(C[C@H]1F)C(=O)OC(C)(C)C |r|